isopropyl-chloramine C(C)(C)NCl